IC=1C(N(C=C(C1C)C(F)(F)F)C)=O 3-iodo-1,4-dimethyl-5-(trifluoromethyl)pyridin-2(1H)-one